O1CCN(CC1)C1=CC=C(C=N1)C1=C(C=CC=C1)C=1C(=NC(=CC1)N)N 3-[2-(6-Morpholino-3-pyridinyl)phenyl]pyridine-2,6-diamine